COC1=CC=C(CN2C(N(CCC2=O)C2=CN=CC3=C(C=CC=C23)[C@@H]2CN(CC2)C(=O)OC(C)(C)C)=O)C=C1 tert-butyl (R)-3-(4-(3-(4-methoxybenzyl)-2,4-dioxotetrahydropyrimidin-1(2H)-yl)isoquinolin-8-yl)pyrrolidine-1-carboxylate